NC[C@H]1NC([C@H](SCC1)C1=C(C=C(C=C1)OC1=CC=CC=C1)OC)=O (2R,5S)-5-(aminomethyl)-2-(2-methoxy-4-phenoxy-phenyl)-1,4-thiazepan-3-one